BrC1=C(C(=CC=2CCOC21)NC2=NC(=CC(=N2)NC)C)F N2-(7-bromo-6-fluoro-2,3-dihydrobenzofuran-5-yl)-N4,6-dimethyl-pyrimidine-2,4-diamine